11-Hydroxy-tetracosanoic acid OC(CCCCCCCCCC(=O)O)CCCCCCCCCCCCC